(S)-N-(1-(5-chlorobenzo[d]thiazol-2-yl)ethyl)-2-methylpropane-2-sulfinamide ClC=1C=CC2=C(N=C(S2)C(C)N[S@@](=O)C(C)(C)C)C1